5-bromo-8-fluoro-6-iodo-1,2,3,4-tetrahydroquinazoline-2,4-dione BrC1=C2C(NC(NC2=C(C=C1I)F)=O)=O